N#[C-].CC1=C(C=CC=C1)C dimethylbenzene isocyanide